Triethanolamin-HCl Cl.N(CCO)(CCO)CCO